2-((7-nitrobenzo[c][1,2,5]oxadiazol-4-yl)amino)ethanol [N+](=O)([O-])C1=CC=C(C=2C1=NON2)NCCO